Tert-butyl 4-[3-fluoro-5-([8-fluoro-2-methylimidazo[1,2-a]pyridin-6-yl]carbamoyl)thiophen-2-yl]-3,6-dihydro-2H-pyridine-1-carboxylate FC1=C(SC(=C1)C(NC=1C=C(C=2N(C1)C=C(N2)C)F)=O)C=2CCN(CC2)C(=O)OC(C)(C)C